N12C[C@H](C=C)[C@@H](CC1)C[C@@H]2C(C2=CC=NC1=CC=C(C=C21)O)O cinchonan-6',9-diol